4-(5-Chlorothiophen-2-yl)-1-(2,4-difluorophenyl)-3-(4-fluorophenyl)-N-(5-hydroxy-4,4-dimethylpentyl)-5-methyl-4,5-dihydro-1H-pyrazole-5-carboxamide ClC1=CC=C(S1)C1C(=NN(C1(C(=O)NCCCC(CO)(C)C)C)C1=C(C=C(C=C1)F)F)C1=CC=C(C=C1)F